aluminum β-naphthol C1=C(C=CC2=CC=CC=C12)O.[Al]